CC1(C2(C(CC1CC2)=O)CS(=O)(=O)Cl)C (7,7-dimethyl-2-oxo-bicyclo[2.2.1]heptane-1-yl)methanesulfonyl chloride